2-(5-chloro-4-methoxy-1H-indole-2-carbonyl)-N-((S)-1-cyano-2-((S)-2-oxopiperidin-3-yl)ethyl)-2-azaspiro[4.5]decane-3-carboxamide ClC=1C(=C2C=C(NC2=CC1)C(=O)N1CC2(CC1C(=O)N[C@@H](C[C@H]1C(NCCC1)=O)C#N)CCCCC2)OC